[C@H]12CCC#CCC[C@@H]2C1COC(=O)NCC(C(=O)[O-])C 3-(((((1R,8S,9s)-bicyclo[6.1.0]non-4-yn-9-yl)methoxy)carbonyl)amino)-2-methylpropanoate